lithium 3-(9,9-dimethylacridine-10(9H)-yl)carbazolide CC1(C2=CC=CC=C2N(C=2C=CC=CC12)C=1C=CC=2[N-]C3=CC=CC=C3C2C1)C.[Li+]